2-(2-chloro-4-(2-((5-methyl-4-(1-methyl-1H-pyrazol-4-yl)thiazol-2-yl)amino)-2-oxoethyl)phenoxy)nicotinamide ClC1=C(OC2=C(C(=O)N)C=CC=N2)C=CC(=C1)CC(=O)NC=1SC(=C(N1)C=1C=NN(C1)C)C